BrC1=CC(=C2C=CNC2=C1)F 6-bromo-4-fluoro-1H-indole